2-(4-chlorophenyl)-2,3-naphthyridin-1-one ClC1=CC=C(C=C1)N1C(C2=CC=CC=C2C=N1)=O